FC(C1(CC1)NC(=O)C=1C=2C[C@H]3[C@@H](C2N(N1)C1=NC=CN=C1)C3)(F)F (1aS,5aS)-2-Pyrazin-2-yl-1a,2,5,5a-tetrahydro-1H-2,3-diaza-cyclopropa[a]pentalene-4-carboxylic Acid (1-Trifluoromethyl-cyclopropyl)-amide